ClC1=C(C=C(C=C1)C1CC1)B1OC(C(O1)(C)C)(C)C 2-(2-chloro-5-cyclopropyl-phenyl)-4,4,5,5-tetramethyl-1,3,2-dioxaborolane